3-METHYL-5-ISOXAZOLEACETIC ACID CC1=NOC(=C1)CC(=O)O